(S)-5-benzyl-N-(7-(2-benzyl-1-oxo-2,9-diazaspiro[5.5]undecan-9-yl)-5-methyl-4-oxo-2,3,4,5-tetrahydrobenzo[b][1,4]oxazepine-3-yl)-1H-1,2,4-triazole-3-carboxamide C(C1=CC=CC=C1)C1=NC(=NN1)C(=O)N[C@@H]1C(N(C2=C(OC1)C=CC(=C2)N2CCC1(CCCN(C1=O)CC1=CC=CC=C1)CC2)C)=O